[Cl-].C(CCCCCCCCCCC)C[N+](C)(CCCCCCCCCC)CCCCCCCCCC dodecyl-didecyl-dimethyl-ammonium chloride